1-Butyl-2-ethyl-5-methylimidazolium C(CCC)N1C(=[NH+]C=C1C)CC